[Li+].N1=CC=NC2=CC(=CC=C12)C(=O)O quinoxaline-6-carboxylic acid lithium (I)